N-(3,5-dichlorophenyl)benzo[d]isothiazol-3-amine ClC=1C=C(C=C(C1)Cl)NC1=NSC2=C1C=CC=C2